C(C)(=O)N(N(C(=O)C1=CC=2C3=C(C(=NC2C=C1)N)C=NN3C)CC3=C(C=C(C=C3)C=3C=NSC3)F)C N'-acetyl-4-amino-N-(2-fluoro-4-(isothiazol-4-yl)benzyl)-N',1-dimethyl-1H-pyrazolo[4,3-c]quinoline-8-carbohydrazide